9-[1-[[6-chloro-2-(1-methyl-1,2,4-triazol-3-yl)-3-pyridyl]amino]ethyl]-4,7-dimethyl-3-(4-piperidyl)pyrazolo[3,4-c]isoquinolin-5-one ClC1=CC=C(C(=N1)C1=NN(C=N1)C)NC(C)C=1C=2C3=C(N(C(C2C=C(C1)C)=O)C)N(N=C3)C3CCNCC3